5-cyclopropyl-5-[(2s)-3-methyl-2-[5-(trifluoromethyl)-1,3,3a,7a-tetrahydroisoindole-2-carbonyl]butyl]imidazolidine-2,4-dione C1(CC1)C1(C(NC(N1)=O)=O)C[C@@H](C(C)C)C(=O)N1CC2C=CC(=CC2C1)C(F)(F)F